(1S,2S)-N-(5-(1-(6-methyl-8-(3-methyl-2,4-dioxoimidazolidin-1-yl)imidazo[1,2-a]pyridin-2-yl)ethoxy)pyridazin-3-yl)-2-(4-methylpyrimidin-2-yl)cyclopropane-1-carboxamide CC=1C=C(C=2N(C1)C=C(N2)C(C)OC=2C=C(N=NC2)NC(=O)[C@@H]2[C@H](C2)C2=NC=CC(=N2)C)N2C(N(C(C2)=O)C)=O